C(N)(=N)C=1C=C(C=CC1)CC(C=1SC2=C(N1)C=CC(=C2)OC)NS(=O)(=O)C=2C=C(NC(CCCNC(OC(C)(C)C)=O)=O)C=CC2 tert-butyl N-[4-[3-[[2-(3-carbamimidoylphenyl)-1-(6-methoxy-1,3-benzothiazol-2-yl)ethyl]sulfamoyl]anilino]-4-oxo-butyl]carbamate